COC=1C=CC2=C([C@H]3N(S(O2)(=O)=O)CN(C3)C3=CC=CC=C3)C1 (R)-9-methoxy-2-phenyl-1,2,3,10b-tetrahydrobenzo[e]imidazo[1,5-c][1,2,3]oxathiazine 5,5-dioxide